6-chlorohexylmethyltrimethoxysilane ClCCCCCCCO[Si](OC)(OC)C